OC(C=CC=CCCCCC=CCCCC(=O)O)CCCCC 15-hydroxy-5,11,13-eicosatrienoic acid